COC1=CC(=C(C=C1)NC1=CC2=C(C=N1)N(C(N2C2CCN(CC2)C(=O)OC(C)(C)C)=O)C)C tert-Butyl 4-(6-((4-Methoxy-2-methylphenyl)amino)-3-methyl-2-oxo-2,3-dihydro-1H-imidazo[4,5-c]pyridin-1-yl)piperidine-1-carboxylate